(5-(7,7-difluoro-2-((2S,3R)-3-hydroxy-2-methylazetidin-1-yl)-6,7-dihydro-5H-cyclopenta[d]pyrimidin-4-yl)-2-methoxy-3-methylphenyl)(imino)(methyl)-λ6-sulfanone FC1(CCC2=C1N=C(N=C2C=2C=C(C(=C(C2)S(=O)(C)=N)OC)C)N2[C@H]([C@@H](C2)O)C)F